C(C)OC(=O)[C@@H]1N([C@@H](C1)C(=O)OCC)CC1=CC=CC=C1 (2R,4S)-1-benzyl-azetidine-2,4-dicarboxylic acid diethyl ester